1-(3-(((3-((2-((3S,4R)-3-hydroxy-4-methoxypiperidin-1-yl)pyrimidin-4-yl)amino)-5-isopropylisoquinolin-8-yl)oxy)methyl)azetidin-1-yl)ethan-1-one O[C@H]1CN(CC[C@H]1OC)C1=NC=CC(=N1)NC=1N=CC2=C(C=CC(=C2C1)C(C)C)OCC1CN(C1)C(C)=O